CN1C=NC(=C1)CC1=CC=C(C=C1)O 4-((1-methyl-1H-imidazol-4-yl)methyl)phenol